C(C)OC(=O)C1=NOC(=C1)C(CBr)=O 5-(2-bromoacetyl)isoxazole-3-carboxylic acid ethyl ester